2,6,6,9-tetramethyl-6H-benzo[c]chromene-3,8-diol CC=1C=C2C3=C(C(OC2=CC1O)(C)C)C=C(C(=C3)C)O